CC1=CC(=NC(=C1)C)N 4,6-dimethylpyridin-2-amine